C(CCCCC)SSCCCCCC di-n-hexyl disulphide